NC1=NC=NN2C1=C(C=C2C=2C=C(C(=NC2)OC)C(=O)N[C@@H]2CN(C[C@@H]2F)C2C(CC1=CC=CC=C21)C)C(F)(F)F 5-[4-amino-5-(trifluoromethyl)pyrrolo[2,1-f][1,2,4]triazin-7-yl]-N-[(3R,4S)-4-fluoro-1-(2-methyl-2,3-dihydro-1H-inden-1-yl)pyrrolidin-3-yl]-2-methoxypyridine-3-carboxamide